O=C1N(C(C=C1)=O)CCCCCC(=O)NCCNC(OC(C)(C)C)=O tert-butyl (2-{[6-(2,5-dioxo-2,5-dihydro-1H-pyrrol-1-yl)hexanoyl]amino}ethyl)carbamate